OC1=CC=C2C[C@H](N(CC2=C1)C)CNC(=O)[C@H]1[C@@](C1)(C1=CC=CC=C1)C (1R,2R)-N-(((S)-7-hydroxy-2-methyl-1,2,3,4-tetrahydroisoquinolin-3-yl)methyl)-2-methyl-2-phenylcyclopropane-1-carboxamide